FC(CO)(CN1[C@@H](C=2NC3=CC=CC=C3C2C[C@H]1C)C1=C(C=CC(=C1)OC[C@@H](C)NCCCF)OC)F 2,2-difluoro-3-((1R,3R)-1-(5-((R)-2-((3-fluoropropyl)amino)propoxy)-2-methoxyphenyl)-3-methyl-1,3,4,9-tetrahydro-2H-pyrido[3,4-b]indol-2-yl)propan-1-ol